C(#N)C1=CC=C(C=C1)S(=NS(=O)(=O)C1=CC=C(C=C1)[N+](=O)[O-])(=NC(C)(CC(C)(C)C)C)N1CCOCC1 N-((4-Cyanophenyl)(morpholino)((2,4,4-trimethylpentan-2-yl)imino)-λ6-sulfaneylidene)-4-nitrobenzenesulfonamide